FC(C(OC)C=1C=CC(=NC1)N1N=CC(=C1)C1=CC=NC=C1)(F)F 4-(1-(5-(2,2,2-trifluoro-1-methoxyethyl)pyridin-2-yl)-1H-pyrazol-4-yl)pyridine